3-amino-4-(7-chloro-1H-indazol-4-yl)-6-ethyl-1H-1,7-phenanthrolin-2-one NC=1C(NC2=C3C=CC=NC3=C(C=C2C1C1=C2C=NNC2=C(C=C1)Cl)CC)=O